Acrylic acid-maleic anhydride C(\C=C/C(=O)O)(=O)OC(C=C)=O